2-[(4-{6-[(4-Cyano-2-fluorobenzyl)oxy]pyridin-2-yl}piperidin-1-yl)methyl]-1-[(2S)-oxetan-2-ylmethyl]-1H-Benzimidazol C(#N)C1=CC(=C(COC2=CC=CC(=N2)C2CCN(CC2)CC2=NC3=C(N2C[C@H]2OCC2)C=CC=C3)C=C1)F